C1(=CC=CC=C1)C1=COC=CC1=O 3-phenyl-4-pyrone